C(CC)(=O)OCC(CO)(C)C propanoic acid, 3-hydroxy-2,2-dimethylpropyl ester